N[C@@H]1C2=CC=CC=C2CC12CCN(CC2)C2=CC(=CC(N2)=O)C(=C)C2=NNCC2 (S)-6-(1-amino-1,3-dihydrospiro[indene-2,4'-piperidine]-1'-yl)-3-(1-(2-oxo-1,2-dihydropyridin-4-yl)vinyl)-1,5-dihydro-4H-pyrazole